N[N+]1=CC(=CC=C1)CO 1-amino-3-(hydroxymethyl)pyridin-1-ium